N1CC(C1)CN(C=1C2=C(N=C(N1)OC[C@H]1N(CCC1)C)CN(CC2)C2=CC=CC1=CC=CC(=C21)Cl)C (S)-N-(azetidin-3-ylmethyl)-7-(8-chloronaphthalen-1-yl)-N-methyl-2-((1-methylpyrrolidin-2-yl)methoxy)-5,6,7,8-tetrahydropyrido[3,4-d]pyrimidin-4-amine